NCC1N(CCC1)C(CNC(C1=C(C=C(C=C1)NC=1C=2N(C=CN1)C(=CN2)C=2C(=NN(C2)CC#N)C(F)(F)F)CC)=O)=O N-[2-[2-(aminomethyl)pyrrolidin-1-yl]-2-oxo-ethyl]-4-[[3-[1-(cyanomethyl)-3-(trifluoromethyl)pyrazol-4-yl]imidazo[1,2-a]pyrazin-8-yl]amino]-2-ethyl-benzamide